(S)-N-((R or S)-(3-chloro-4-fluorophenyl)(1-(2,2,2-trifluoroethyl)-1H-pyrazol-4-yl)methyl)-2-oxooxazolidine-5-carboxamide ClC=1C=C(C=CC1F)[C@@H](NC(=O)[C@@H]1CNC(O1)=O)C=1C=NN(C1)CC(F)(F)F |o1:8|